(4,4-difluoro-1-piperidinyl)(3-(1H-pyrazolo[4,3-b]pyridin-5-yl)-6-quinoxalinyl)methanone FC1(CCN(CC1)C(=O)C=1C=C2N=C(C=NC2=CC1)C1=CC=C2C(=N1)C=NN2)F